C(C)(C)(C)C1=CC=C(C=C1)N(C(=O)[C@@H]1N(C[C@@H](C1)O)C(=O)OC(C)(C)C)C(C(=O)NC1CCCCC1)C=1N=NNC1 tert-butyl (2R,4R)-2-[(4-tert-butylphenyl)-[2-(cyclohexylamino)-2-oxo-1-(1H-triazol-4-yl)ethyl]carbamoyl]-4-hydroxy-pyrrolidine-1-carboxylate